3-hydroxy-2-[(1R,6R)-3-methyl-6-prop-1-en-2-ylcyclohex-2-en-1-yl]-5-pentylcyclohexane-2,5-diene-1,4-dione OC1=C(C(C=C(C1=O)CCCCC)=O)[C@@H]1C=C(CC[C@H]1C(=C)C)C